1-(3-(((2-morpholino-7-(pyridin-3-yl)-6,7-dihydro-5H-pyrrolo[2,3-d]pyrimidin-4-yl)oxy)methyl)pyrrolidin-1-yl)ethan-1-one O1CCN(CC1)C=1N=C(C2=C(N1)N(CC2)C=2C=NC=CC2)OCC2CN(CC2)C(C)=O